Cl.CC1(CNCCO1)C 2,2-Dimethylmorpholine HCl